ClC1=C2C(N(C(NC2=CC(=C1)C=O)=O)C)=O 5-chloro-3-methyl-2,4-dioxo-1,2,3,4-tetrahydroquinazoline-7-carbaldehyde